CC1=CCC(CC1)C(=C)C 1-methyl-4-(1-methylvinyl)-cyclohexene